8-(cyclopropylamino)-7-fluoro-[1,3]dioxolo[4',5':4,5]benzo[1,2-b]benzo[e]oxepin-11(6H)-one C1(CC1)NC1=C(C2=C(C(C3=C(OC2)C=C2C(=C3)OCO2)=O)C=C1)F